N1=C(C=CC=C1)CNC1=C(C(=O)O)C=CC=C1 (pyridin-2-ylmethylamino)benzoic acid